2-FLUORO-3-HYDROXYISONICOTINALDEHYDE FC=1C(=C(C=O)C=CN1)O